ethyl-4-methyl-2-(3-(3-(5-methyl-1,3,4-oxadiazol-2-yl)benzamido)propanamido)-thiazole-5-carboxylate C(C)OC(=O)C1=C(N=C(S1)NC(CCNC(C1=CC(=CC=C1)C=1OC(=NN1)C)=O)=O)C